3,3',5,5'-tetramethyloxybis-benzoquinone CC1=C(C(C=C(C1=O)C)=O)OC=1C(C=C(C(C1C)=O)C)=O